7-(diethylamino)-2-oxo-2H-benzopyran-3-formaldehyde C(C)N(C1=CC2=C(C=C(C(O2)=O)C=O)C=C1)CC